12-(2,6-Dimethylphenyl)-17-(2-methylpropyl)-15-oxa-8λ6-thia-1,9,11,18,22-pentaazatetracyclo[14.4.1.13,7.110,14]tricosa-3(23),4,6,10(22),11,13-hexaene CC1=C(C(=CC=C1)C)C1=NC=2N[SH4]C3=CC=CC(CN4CCNC(C(OC(=C1)N2)C4)CC(C)C)=C3